((1R,5S,6s)-6-((4-(2-aminopropan-2-yl)-6-(4-fluorophenyl)pyridin-2-yl)oxy)-3-azabicyclo[3.1.0]hexan-3-yl)(8-(1-hydroxyethyl)imidazo[1,2-a]pyridin-6-yl)methanone NC(C)(C)C1=CC(=NC(=C1)C1=CC=C(C=C1)F)OC1[C@@H]2CN(C[C@H]12)C(=O)C=1C=C(C=2N(C1)C=CN2)C(C)O